C(C)(C)(C)C1=CC=2C(C3=CC(=CC=C3C2C=C1)C(C)(C)C)(CC(CCCC)CC)CC(CCCC)CC 2,7-di-tert-butyl-9,9-di-(2-ethylhexyl)fluorene